2-bromo-N-(3-(trifluoromethyl)phenyl)isonicotinamide BrC=1C=C(C(=O)NC2=CC(=CC=C2)C(F)(F)F)C=CN1